C1(=CC=CC=C1)S(=O)(=O)/C=C/C(=O)C1=CC(=CC=C1)C (E)-3-(benzenesulfonyl)-1-(3-methylphenyl)-2-propen-1-one